(S)-3-((5-(methylsulfonyl)-4,5,6,7-tetrahydrothiazolo[5,4-c]pyridin-2-yl)carbamoyl)pyrrolidine-1-carboxylic acid tert-butyl ester C(C)(C)(C)OC(=O)N1C[C@H](CC1)C(NC=1SC=2CN(CCC2N1)S(=O)(=O)C)=O